[Al+3].CC1=C(C=CC=C1)[O-].CC1=NC2=C(C=CC=C2C=C1)[O-].CC1=NC2=C(C=CC=C2C=C1)[O-] bis(2-methyl-8-quinolinolate) (2-methylphenolate) aluminum